BrC1=CC=2N=C(NC(C2N=C1)=O)CO[Si](C)(C)C(C)(C)C 7-bromo-2-((tert-butyldimethylsilyloxy)methyl)pyrido[3,2-d]pyrimidin-4(3H)-one